O=C1NC(CCC1N1C(C2=CC=CC(=C2C1=O)NC1CCC(CC1)NC)=O)=O 2-(2,6-dioxo-3-piperidyl)-4-[[4-(methylamino)cyclohexyl]amino]isoindoline-1,3-dione